3,4-diamino-1,2-butanediol NC(C(CO)O)CN